(2e,4e,8z)-N-(2-methylpropyl)-12-oxo-2,4,8-tetradecatrienamide CC(CNC(\C=C\C=C\CC\C=C/CCC(CC)=O)=O)C